vinyl ether stearate C(CCCCCCCCCCCCCCCCC)(=O)O.C(=C)OC=C